C1(=C(C(=C(C(=C1)C(=O)O)C(=O)O)C(=O)O)C(=O)O)C=1C(=CC=CC1)C1=CC=CC=C1 terphenyl-tetracarboxylic acid